Cl.C(C)OC1=C(OCCN[C@@H](CC=2C=CC(=C(C2)S(=O)(=O)N)OC)C)C=CC=C1 R-(+)-5-[2-[[2-(2-ethoxyphenoxy)ethyl]amino]propyl]-2-methoxybenzenesulfonamide hydrochloride